C1(CCC1)CN1[C@@H]2CN([C@H](C1)C2)C2=CN=C(S2)C2=NNC(=C2C(C)C)C=2C=C(C=1N(C2)N=CN1)OC 5-((1S,4S)-5-(cyclobutylmethyl)-2,5-diazabicyclo[2.2.1]heptan-2-yl)-2-(4-isopropyl-5-(8-methoxy-[1,2,4]triazolo[1,5-a]pyridin-6-yl)-1H-pyrazol-3-yl)thiazole